(Z)-13-(3-(hexanoyloxy) propyl)-2-methyl-9,12-dioxo-2,5,8,13-tetraazahexadec-10-en-16-yl hexanoate C(CCCCC)(=O)OCCCN(C(\C=C/C(NCCNCCN(C)C)=O)=O)CCCOC(CCCCC)=O